FC1(CC(C1)C1=NC=CC=2C(=CC3=C(C12)CCC3)S(=O)(=O)N)F (3,3-difluorocyclobutyl)-8,9-dihydro-7H-cyclopenta[h]isoquinoline-5-sulfonamide